4-(thiomorpholine-1-carbonyl)benzoic acid N1CCS(CC1)C(=O)C1=CC=C(C(=O)O)C=C1